3-chloro-4-[(3,5-difluoropyridin-2-yl)(2H2)methoxy]-2'-[4-fluoro-3-(2-hydroxypropan-2-yl)-2-oxopyridin-1-yl]-5',6-dimethyl-[1,4'-bipyridin]-2-one ClC=1C(N(C(=CC1OC([2H])([2H])C1=NC=C(C=C1F)F)C)C1=CC(=NC=C1C)N1C(C(=C(C=C1)F)C(C)(C)O)=O)=O